(R)-N-(1-cyanopyrrolidin-3-yl)-6-morpholinonicotinamide C(#N)N1C[C@@H](CC1)NC(C1=CN=C(C=C1)N1CCOCC1)=O